C(C)(C)C1=C(C=CC=C1)[C@H]1N(CCN(C1)CC1=CC=C(C=C1)OC)C1CC2(C1)CCN(CC2)C2=NC=C(C(=O)N)C=C2 6-(2-((R)-2-(2-isopropylphenyl)-4-(4-methoxybenzyl)piperazin-1-yl)-7-azaspiro[3.5]non-7-yl)nicotinamide